4-chloro-5-(1,3-dioxolan-2-yl)-1-(phenylsulfonyl)-1H-pyrrolo[2,3-b]pyridine-2-carbaldehyde ClC1=C2C(=NC=C1C1OCCO1)N(C(=C2)C=O)S(=O)(=O)C2=CC=CC=C2